(3R)-3-[4-[4-[4-[4-[3-amino-6-(3-fluoro-2-hydroxy-phenyl)pyridazin-4-yl]pyrazol-1-yl]-1-piperidyl]cyclohexyl]indolin-1-yl]piperidine-2,6-dione NC=1N=NC(=CC1C=1C=NN(C1)C1CCN(CC1)C1CCC(CC1)C1=C2CCN(C2=CC=C1)[C@H]1C(NC(CC1)=O)=O)C1=C(C(=CC=C1)F)O